C(#N)C=1C=C(C(=O)NC)C=C(C1)C=1C=NN2C1N=C(C(=C2)C2=CC=NC=C2)O[C@@H]2COCC2 (S)-3-Cyano-N-methyl-5-(6-(pyridin-4-yl)-5-((tetrahydrofuran-3-yl)oxy)pyrazolo[1,5-a]pyrimidin-3-yl)benzamide